N-((1r,4r)-4-(3-chloro-4-cyanophenoxy)cyclohexyl)-6-(4-((3-((2-(2,6-Dioxopiperidin-3-yl)-1-oxoisoindoline-5-yl)methyl)azetidin-1-yl)methyl)piperidin-1-yl)pyridazine ClC=1C=C(OC2CCC(CC2)N2NC=CC=C2N2CCC(CC2)CN2CC(C2)CC=2C=C3CN(C(C3=CC2)=O)C2C(NC(CC2)=O)=O)C=CC1C#N